1,2-dibromo-1,1,2-trifluoroethane BrC(C(F)Br)(F)F